N-((1r,4r)-4-((5-(3-(2,2-difluoroethyl)-2-methyl-3H-imidazo[4,5-b]pyridin-5-yl)pyrrolo[2,1-f][1,2,4]triazin-2-yl)amino)-1-methylcyclohexyl)acetamide FC(CN1C(=NC=2C1=NC(=CC2)C=2C=CN1N=C(N=CC12)NC1CCC(CC1)(C)NC(C)=O)C)F